1-((2-(((1R,5S,6r)-3-oxabicyclo[3.1.0]hexan-6-yl)amino)pyridin-4-yl)methyl)-5,5-dimethyl-3-(4-((trifluoromethyl)sulfonyl)phenyl)imidazolidine-2,4-dione [C@H]12COC[C@@H]2C1NC1=NC=CC(=C1)CN1C(N(C(C1(C)C)=O)C1=CC=C(C=C1)S(=O)(=O)C(F)(F)F)=O